N1-(2,4-dimethoxybenzyl)-N5-((2-((1-methylpiperidin-4-yl)methoxy)pyridin-4-yl)methyl)isoquinoline-1,5-diamine COC1=C(CNC2=NC=CC=3C(=CC=CC23)NCC2=CC(=NC=C2)OCC2CCN(CC2)C)C=CC(=C1)OC